tert-butyl (2S)-4-methyl-2-[2-[2-methyl-6-[(5-phenylthiazol-2-yl)amino]pyrimidin-4-yl]oxy ethyl carbamoyl]piperazine-1-carboxylate CN1C[C@H](N(CC1)C(=O)OC(C)(C)C)C(NCCOC1=NC(=NC(=C1)NC=1SC(=CN1)C1=CC=CC=C1)C)=O